2-(6-amino-5-cyanopyridin-3-yl)-N-[1-(2-chlorophenyl)cyclobutyl]-6,7-dihydrospiro[pyrazolo[5,1-c][1,4]oxazine-4,3'-pyrrolidine]-1'-carboxamide NC1=C(C=C(C=N1)C1=NN2C(=C1)C1(CN(CC1)C(=O)NC1(CCC1)C1=C(C=CC=C1)Cl)OCC2)C#N